tert-butyl (5-(propylamino)pentyl)carbamate C(CC)NCCCCCNC(OC(C)(C)C)=O